9-(4-bromobutyl)-4-(4-vinylbenzyloxy)-9H-carbazole BrCCCCN1C2=CC=CC=C2C=2C(=CC=CC12)OCC1=CC=C(C=C1)C=C